CN1CC(CC1)C=1C=C(C=2C=CC=3N(C2N1)C=C(N3)C=3OC=NN3)C(C(F)(F)F)(F)F 2-(2-(1-methylpyrrolidin-3-yl)-4-(perfluoroethyl)imidazo[1,2-a][1,8]naphthyridin-8-yl)-1,3,4-oxadiazole